FC=1C=CC(=C(C(=O)NCC2=CC=C(C=C2)N2N=C3C(NCCC3C)=C2C(=O)O)C1)OC 2-(4-((5-fluoro-2-methoxybenzamido)methyl)phenyl)-7-methyl-4,5,6,7-tetrahydro-2H-pyrazolo[4,3-b]pyridine-3-carboxylic acid